2-bromo-4-methyl-N'-((5-(4-nitrophenyl)furan-2-yl)methylene)-1H-imidazole-5-carbohydrazide BrC=1NC(=C(N1)C)C(=O)NN=CC=1OC(=CC1)C1=CC=C(C=C1)[N+](=O)[O-]